2-Bromopyridine-4-formaldehyde BrC1=NC=CC(=C1)C=O